ONC(CCCCCCN1C(N=CC=C1)N(C)C1=C(C=CC=C1)C(C)C)=O N-(7-(hydroxyamino)-7-oxoheptyl)-2-((2-isopropylphenyl)(methyl)amino)pyrimidine